ClC1=CC2=C(C=N1)C(N(C2)[C@@H](CCC)CO)=O 6-chloro-2-((1S)-1-(hydroxymethyl)butyl)-1H-pyrrolo[3,4-c]Pyridin-3-one